C(N)(=O)C=1C(=NNC1NC1=CC(=NC=C1)OC)C1=CC=C(C=C1)NC(=O)N1CC2=CC=C(C=C2CC1)C(F)(F)F N-(4-(4-carbamoyl-5-((2-methoxypyridin-4-yl)amino)-1H-pyrazol-3-yl)phenyl)-6-(trifluoromethyl)-3,4-dihydroisoquinoline-2(1H)-carboxamide